2-hydroxyphosphono-acetic acid OOP(=O)(O)CC(=O)O